2-methyl-6-(2-methylallyl)-2,3-dihydro-1H-inden-1-one CC1C(C2=CC(=CC=C2C1)CC(=C)C)=O